NC1=C2C(=NC=N1)N(N=C2C2=CC=C(C=C2)OC2=CC=CC=C2)[C@H]2CN(CCC2)C(CCCl)=O (R)-1-(3-(4-amino-3-(4-phenoxyphenyl)-1H-pyrazolo[3,4-d]pyrimidin-1-yl)piperidin-1-yl)-3-chloropropane-1-one